C(C)OC(=O)C1=NN2C(NC(=C(C2C2=CC=C(C=C2)C(F)(F)F)C(NC=2C=C3C=CN=CC3=CC2)=O)C)=C1 6-(isoquinolin-6-ylcarbamoyl)-5-methyl-7-(4-(trifluoromethyl)Phenyl)-4,7-dihydropyrazolo[1,5-a]pyrimidine-2-carboxylic acid ethyl ester